(2R)-2-(N-Boc-amino)-1,5-hexanediol C(=O)(OC(C)(C)C)N[C@@H](CO)CCC(C)O